5-fluoropyridinecarboxamide FC=1C=CC(=NC1)C(=O)N